FC1=CC=C(C=C1)C12C(OCC(N1)=O)CCCC2 4a-(4-fluorophenyl)hexahydro-2H-benzo[b][1,4]oxazin-3(4H)-one